triphenylene-2-sulfonate C1=C(C=CC=2C3=CC=CC=C3C3=CC=CC=C3C12)S(=O)(=O)[O-]